7-(1-propenoylazetidin-3-yl)-2-(4-phenoxyphenyl)-1H-imidazo[1,2-b]pyrazole-3-carboxamide C(C=C)(=O)N1CC(C1)C1=C2N(N=C1)C(=C(N2)C2=CC=C(C=C2)OC2=CC=CC=C2)C(=O)N